CN(CCCNC(=O)C=1C=C(C=C(C(=O)NCCCN(CCCCCCC(=O)OCCCCCCC)CCCCCCC(=O)OCCCCCCC)C1)C(=O)NCCCN(CCCCCCC(=O)OCCCCCCC)CCCCCCC(=O)OCCCCCCC)C tetraheptyl 7,7',7'',7'''-((((5-((3-(dimethylamino)propyl)carbamoyl)isophthaloyl)bis(azanediyl))bis(propane-3,1-diyl))bis(azanetriyl))tetraheptanoate